(S)-(2,7-dimethyl-3-(pyridin-3-yl)-2,4,5,7-tetrahydro-6H-pyrazolo[3,4-c]pyridin-6-yl)(quinoxalin-6-yl)methanone tert-butyl-5-((4-methoxy-4-oxobutyl)amino)-2-methylbenzoate C(C)(C)(C)OC(C1=C(C=CC(=C1)NCCCC(=O)OC)C)=O.CN1N=C2[C@@H](N(CCC2=C1C=1C=NC=CC1)C(=O)C=1C=C2N=CC=NC2=CC1)C